3-(trifluoromethyl)-5,6,7,8-tetrahydro-1,6-naphthyridine FC(C=1C=NC=2CCNCC2C1)(F)F